5-bromopyrazin-2-amine hydrochloride Cl.BrC=1N=CC(=NC1)N